C(C(=O)NC1=CC=CC=C1)(=O)NC1=CC=CC=C1 Oxalanilid